C1(=CC=CC=C1)P(C1=CC=2C3(C4=CC(=CC=C4C2C=C1)P(C1=CC=CC=C1)C1=CC=CC=C1)C1=CC=CC=C1C=1C=CC=CC13)C1=CC=CC=C1 2,7-bis(diphenylphosphino)-9,9-spirobifluorene